ClC1=C(C(=O)O)C=C(C=C1)C1=NC(=CN=C1)COC=1C=C2CN(C(C2=CC1)=O)C1CCCC1 2-Chloro-5-{6-[(2-cyclopentyl-1-oxoisoindolin-5-yloxy)methyl]pyrazin-2-yl}benzoic acid